S1C(=NC2=C1C=CC=C2)NC(=O)C=2C=CC=C1CCN(CC21)C2=CC=C(C(=N2)C(=O)OC(C)(C)C)C2=C(C(=CC=C2)OCCC2CCN(CC2)CC(=O)OCC)C tert-Butyl 6-(8-(benzo[d]thiazol-2-ylcarbamoyl)-3,4-dihydroisoquinolin-2(1H)-yl)-3-(3-(2-(1-(2-ethoxy-2-oxoethyl)piperidin-4-yl)ethoxy)-2-methylphenyl)picolinate